BrC1=C(C=CC2=C1CC(O2)(C=2N=CSC2)CNC(OC(C)(C)C)=O)Cl tert-butyl ((4-bromo-5-chloro-2-(thiazol-4-yl)-2,3-dihydrobenzofuran-2-yl)methyl)carbamate